The molecule is a member of the class of tetraphenes that is tetraphene in which the hydrogens at positions 7 and 12 are replaced by bromomethyl and methyl groups, respectively. It has a role as a mutagen. It is a member of tetraphenes and an organobromine compound. It derives from a hydride of a tetraphene. CC1=C2C(=C(C3=CC=CC=C13)CBr)C=CC4=CC=CC=C42